(2,2,2-trifluoroethyl) (difluoromethyl) carbonate C(OCC(F)(F)F)(OC(F)F)=O